C(C)[C@H]1[C@@H](COC1)N1C(=CC2=C1N=C(N=C2)NC=2C(=NN(C2)C)OC(C)C)C#N 7-((3S,4S)-4-ethyltetrahydrofuran-3-yl)-2-((3-isopropoxy-1-methyl-1H-pyrazol-4-yl)amino)-7H-pyrrolo[2,3-d]pyrimidine-6-carbonitrile